ClC1=CC2=C(N=CN=C2NC2=C(C(=C(C=C2)OC2=CC3=C(N(N=N3)C)C=C2)F)C)C=N1 6-chloro-N-(3-fluoro-2-methyl-4-((1-methyl-1H-benzo[d][1,2,3]triazol-5-yl)oxy)phenyl)pyrido[3,4-d]pyrimidin-4-amine